FC=1C=CC(=C(C1)N(C(=O)OC(C)(C)C)C(=O)OC(C)(C)C)[N+](=O)[O-] 2-methylpropan-2-yl [(5-fluoro-2-nitrophenyl){[(2-methylprop-2-yl)oxy]carbonyl}amino]methanoate